CC1=C(C(=CC(=C1)N1CC=2C(CCC1)=CSC2)C)NC(CC(C)(C)C)=O N-(2,6-dimethyl-4-(4,6,7,8-tetrahydro-5H-thieno[3,4-c]azepin-5-yl)phenyl)-3,3-dimethylbutanamide